C(C=C)C=1C(=C(C=CC1F)Cl)Br 3-allyl-2-bromo-1-chloro-4-fluoro-benzene